2-oxo-2,3-dihydro-1H-indole-6-carboxylic acid O=C1NC2=CC(=CC=C2C1)C(=O)O